NC(CCC(NCCOCCOCCOCCOCCOCCOCCOCCOC)=O)C(NC(C(NC(C(=O)OC(C)(C)C)C)=O)C)=O tert-butyl 30-amino-33,36-dimethyl-27,31,34-trioxo-2,5,8,11,14,17,20,23-octaoxa-26,32,35-triazaheptatriacontan-37-oate